1-[4-(4,4-dimethyl-2-oxo-1,3-oxazolidin-3-yl)pyridin-2-yl]-N-(1-methylindazol-7-yl)pyrazole-4-sulfonamide CC1(N(C(OC1)=O)C1=CC(=NC=C1)N1N=CC(=C1)S(=O)(=O)NC=1C=CC=C2C=NN(C12)C)C